Chloro-4,6-bis(ethylamino)-s-triazine ClC1=NC(=NC(=N1)NCC)NCC